1-(6-((1-(4-(difluoromethyl)phenyl)-4-methyl-1H-1,2,3-triazol-5-yl)methoxy)pyridazin-3-yl)azetidine-3-carboxylic acid FC(C1=CC=C(C=C1)N1N=NC(=C1COC1=CC=C(N=N1)N1CC(C1)C(=O)O)C)F